FC=1C=C(N)C=CC1C1=NC=CC(=N1)C 3-fluoro-4-(4-methylpyrimidin-2-yl)aniline